tert-butyl 4-(7-bromobenzo[d]isoxazol-3-yl)piperazine-1-carboxylate BrC1=CC=CC=2C(=NOC21)N2CCN(CC2)C(=O)OC(C)(C)C